1-fluoro-5-methyl-12-(((R)-1-methylenetetrahydro-1H-pyrrolizin-7a(5H)-yl)methoxy)-5a,6,7,8,9,10-hexahydro-5H-4-oxa-3,10a,11,13,14-pentaaza-6,9-methanonaphtho[1,8-ab]heptalene FC1=C2N=C(N=C3C2=C(OC(C2C4CCC(CN32)N4)C)N=C1)OC[C@@]14CCCN4CCC1=C